O=C1NC(CCC1N1C(N(C2=C1C=CC=C2N2CCC1(CN(C1)C1CCN(CC1)C(=O)OC(C)(C)C)CC2)C)=O)=O tert-butyl 4-[7-[1-(2,6-dioxo-3-piperidyl)-3-methyl-2-oxo-benzimidazol-4-yl]-2,7-diazaspiro[3.5]nonan-2-yl]piperidine-1-carboxylate